trimethylsilyl 2-(fluorosulfonyl)-difluoroacetate FS(=O)(=O)C(C(=O)O[Si](C)(C)C)(F)F